(Z)-N-hydroxy-6-(4-(naphthalen-1-ylmethylene)-2,5-dioxoimidazolidin-1-yl)hexanamide ONC(CCCCCN1C(N\C(\C1=O)=C/C1=CC=CC2=CC=CC=C12)=O)=O